NC1=C2CCN(C(C2=CC=C1)=O)C 5-amino-2-methyl-3,4-dihydroisoquinoline-1(2H)-one